2-(4-bromo-1-methyl-1H-pyrazol-5-yl)-4-chloro-6-methylbenzonitrile BrC=1C=NN(C1C1=C(C#N)C(=CC(=C1)Cl)C)C